2-((3-((t-Butyldimethylsilyl)oxy)-6-hydroxy-2,4,5-trimethylphenyl)thio)isoindoline-1,3-dione [Si](C)(C)(C(C)(C)C)OC=1C(=C(C(=C(C1C)C)O)SN1C(C2=CC=CC=C2C1=O)=O)C